4-isopropyl-3,5-dimethoxy-benzoylimidazole C(C)(C)C1=C(C=C(C(=O)C=2NC=CN2)C=C1OC)OC